(R)-8-(1-Acrylpyrrolidin-3-yl)-4-amino-6-((3,5-dimethoxyphenyl)ethynyl)pyrrolo[1,2-d][1,2,4]triazin-1(2H)-one C(=O)(C=C)N1C[C@H](CC1)C=1C=C(N2C(=NNC(C21)=O)N)C#CC2=CC(=CC(=C2)OC)OC